1,6-bis[4-(trifluoroethyl)phenyl]dodecafluorohexane FC(CC1=CC=C(C=C1)C(C(C(C(C(C(C1=CC=C(C=C1)CC(F)(F)F)(F)F)(F)F)(F)F)(F)F)(F)F)(F)F)(F)F